3-methoxy-4-hydroxybenzoic acid COC=1C=C(C(=O)O)C=CC1O